(2S)-2-methyl-1-[1-(2-pyridyl)ethyl]piperazine hydrochloride Cl.C[C@@H]1N(CCNC1)C(C)C1=NC=CC=C1